6-(naphthalen-1-ylmethyl)-3-oxo-2,3-dihydropyridazin-4-yl 3-(4-fluorophenethyl)-1H-pyrazole-5-carboxylate FC1=CC=C(CCC2=NNC(=C2)C(=O)OC=2C(NN=C(C2)CC2=CC=CC3=CC=CC=C23)=O)C=C1